C(CCCCCCCCCCC)(=O)OCC dodecanoic acid, ethyl ester